3-chloro-4-methyl-5-(2-naphthyl)pyridine-2-carbonitrile ClC=1C(=NC=C(C1C)C1=CC2=CC=CC=C2C=C1)C#N